5-((2,5-dichloropyridin-4-yl)amino)-2-methyl-3,4-dihydroisoquinolin-1(2H)-one ClC1=NC=C(C(=C1)NC1=C2CCN(C(C2=CC=C1)=O)C)Cl